[N+](=O)([O-])C1=C(C=CC(=C1)[N+](=O)[O-])NCCOCCOCCOCC(=O)O 2-(2-(2-(2-((2,4-dinitrophenyl)amino)ethoxy)ethoxy)ethoxy)acetic acid